N-(3-(2-(4-(((1-acetylpiperidin-4-yl)amino)methyl)-3-methoxyphenyl)-3-chloropyridin-4-yl)-2-chlorophenyl)-5-(((2-hydroxyethyl)amino)methyl)picolinamide C(C)(=O)N1CCC(CC1)NCC1=C(C=C(C=C1)C1=NC=CC(=C1Cl)C=1C(=C(C=CC1)NC(C1=NC=C(C=C1)CNCCO)=O)Cl)OC